C(C1=CC=CC=C1)N1CC2(C(C2C1)C1=CC(=C(C=C1)Br)OC(F)(F)F)C 3-Benzyl-6-(4-bromo-3-(trifluoromethoxy)phenyl)-1-methyl-3-azabicyclo[3.1.0]hexane